[Si](C1=CC=CC=C1)(C1=CC=CC=C1)(C(C)(C)C)OCC1=CC=C(C=C1)N1C(N(CCC1)CCO)=O 1-(4-(((tert-butyldiphenylsilyl)oxy)methyl)phenyl)-3-(2-hydroxyethyl)tetrahydropyrimidin-2(1H)-one